quinolone-5-carboxylate N1C(C=CC=2C(=CC=CC12)C(=O)[O-])=O